C[C@@H]1C2=C(C=3C=NNC3C1)ON=C2C(C)=O (S)-1-(4-methyl-5,6-dihydro-4H-isoxazolo[5,4-e]indazol-3-yl)ethan-1-one